FC1=C(C(=CC(=C1F)F)F)[B-](C1=C(C(=C(C=C1F)F)F)F)(C1=C(C(=C(C=C1F)F)F)F)C1=C(C(=C(C=C1F)F)F)F.C(C)[NH+](CC)CC triethylammonium tetra(2,3,4,6-tetrafluorophenyl)borate